COC(C(C)(C)C1=CC=C(C=C1)N1CCC(CC1)C(N)=O)=O 2-(4-(4-Carbamylpiperidin-1-yl)phenyl)-2-methylpropanoic acid methyl ester